FC1=CC=C(C=C1)C=1OC(=NN1)N1[C@@H](C2=C(CC1)NC=N2)C2=NN1C(C(=CC=C1)C)=C2 (S)-2-(4-fluorophenyl)-5-(4-(4-methylpyrazolo[1,5-a]pyridin-2-yl)-1,4,6,7-tetrahydro-5H-imidazo[4,5-c]pyridin-5-yl)-1,3,4-oxadiazole